FC=1C=C(C(=O)O)C=C(C1C=O)F 3,5-difluoro-4-formylbenzoic acid